BrC=1SC(=CC1)Cl 2-bromo-5-chloro-thiophene